1-(6-(2-methyl-2H-pyrazolo[3,4-b]pyridin-5-yl)thieno[2,3-b]pyridin-2-yl)-3-(trifluoromethyl)cyclobutanol CN1N=C2N=CC(=CC2=C1)C1=CC=C2C(=N1)SC(=C2)C2(CC(C2)C(F)(F)F)O